CCCCCOC(=O)C1=CC=CC=C1C(=O)OCCCCC Di-n-pentyl phthalate